C(C)[C@H]1NC[C@@H](N(C1)C=1C=2N(N(C(C1)=O)C)C=C(N2)CC#N)C 2-(8-((2S,5R)-5-ethyl-2-methylpiperazin-1-yl)-5-methyl-6-oxo-5,6-dihydroimidazo[1,2-b]pyridazin-2-yl)acetonitrile